(2R)-N-((R)-(3-chloro-4-fluorophenyl)(trans-1,1-difluorospiro[2.5]oct-6-yl)methyl)-2-methyl-3-oxopiperazine-1-carboxamide ClC=1C=C(C=CC1F)[C@H](NC(=O)N1[C@@H](C(NCC1)=O)C)C1CCC2(CC2(F)F)CC1